(7S,13R)-13-(difluoromethyl)-9-(2,6-difluorophenyl)-3,7-dimethyl-16-thia-2,4,5,8-tetrazatetracyclo[8.6.0.02,6.011,15]hexadeca-1(10),3,5,8,11(15)-pentaene FC([C@@H]1CC=2C=3C(=N[C@H](C4=NN=C(N4C3SC2C1)C)C)C1=C(C=CC=C1F)F)F